N-(4-(cis-bicyclo[3.1.0]hexan-3-yloxy)-3,5-difluorophenyl)-2-(2,2-dimethylpyrrolidin-1-yl)-5-(2,2,2-trifluoroethyl)oxazole-4-carboxamide C12CC(CC2C1)OC1=C(C=C(C=C1F)NC(=O)C=1N=C(OC1CC(F)(F)F)N1C(CCC1)(C)C)F